FC=1C=CC=C(C(=O)NOC)C1 5-fluoro-N-methoxybenzamide